ethyl (E)-3-(1-((tert-butyloxycarbonyl)amino)cyclopropyl)acrylate C(C)(C)(C)OC(=O)NC1(CC1)/C=C/C(=O)OCC